tert-butyl N-[(5-{2-[(2S,4R)-4-fluoro-2-{[(S)-phenyl[4-(propan-2-yl)phenyl]methyl]carbamoyl}pyrrolidin-1-yl]-2-oxoethyl}-1,3,4-oxadiazol-2-yl)methyl]carbamate F[C@@H]1C[C@H](N(C1)C(CC1=NN=C(O1)CNC(OC(C)(C)C)=O)=O)C(N[C@H](C1=CC=C(C=C1)C(C)C)C1=CC=CC=C1)=O